2,6-ditertiarybutyl-p-cresol C(C)(C)(C)C1=CC(=CC(=C1O)C(C)(C)C)C